(2-bromoethoxy)methane BrCCOC